C(C)N(CC)C=C(C1=CC=CC=C1)C N,N-diethylamino-alpha-methylstyrene